S(=O)(=O)(O)CCO.C(#N)CC1(CN(C1)S(=O)(=O)N)N1CCC(CC1)N[C@H]1[C@@H](C1)C1=CC=CC=C1 3-(cyanomethyl)-3-(4-{[(1R,2S)-2-phenylcyclopropyl]amino}piperidin-1-yl)azetidine-1-sulfonamide mono-isethionic acid salt